N-(2,4-dimethylphenyl)-3-hydroxy-2-naphthamide CC1=CC(=C(C=C1)NC(=O)C2=CC3=CC=CC=C3C=C2O)C